N-(2-(cycloheptylamino)-2-oxo-1-(piperidin-4-yl)ethyl)-N-(heptadecan-9-yl)oleamide C1(CCCCCC1)NC(C(C1CCNCC1)N(C(CCCCCCC\C=C/CCCCCCCC)=O)C(CCCCCCCC)CCCCCCCC)=O